Tri-thiol S1SSC=C1